tert-butyl N-[1-(4-cyanophenyl)cyclopropyl]carbamate C(#N)C1=CC=C(C=C1)C1(CC1)NC(OC(C)(C)C)=O